FC(C1=CC=C(C=N1)C1=NN(C=2C1=NC=CC2)C2CN(C2)C(C=C)=O)(F)F 1-(3-(3-(6-(trifluoromethyl)pyridin-3-yl)-1H-pyrazolo[4,3-b]pyridin-1-yl)azetidin-1-yl)prop-2-en-1-one